C(C)(C)(C)OC(=O)N1CC(C(CC1)(C)O)(C)F 3-fluoro-4-hydroxy-3,4-dimethylpiperidine-1-carboxylic acid tert-butyl ester